O=C1C(N2CC[C@H]1C2)COP(=O)(OC2=CC=CC=C2)N[C@@H](C)C(=O)OCC(C)(C)C neopentyl ((((1R,4S)-3-oxo-1-azabicyclo[2.2.1]heptan-2-yl)methoxy)(phenoxy)phosphoryl)-L-alaninate